(E)-3-(3-cinnamoyl-4-hydroxy-5-methoxyphenyl)-1-phenylprop-2-en-1-one C(C=CC1=CC=CC=C1)(=O)C=1C=C(C=C(C1O)OC)/C=C/C(=O)C1=CC=CC=C1